tert-butyl (R)-((5-(5-(4-(2-chloro-4-fluorobenzoyl)-2-ethylpiperazin-1-yl)-2'-ethoxy-[2,3'-bipyridin]-6-yl)-4H-1,2,4-triazol-3-yl)methyl)carbamate ClC1=C(C(=O)N2C[C@H](N(CC2)C=2C=CC(=NC2C=2NC(=NN2)CNC(OC(C)(C)C)=O)C=2C(=NC=CC2)OCC)CC)C=CC(=C1)F